O=C1CC2SCC(=C(N12)C(=O)O)[C@H]1OCCC1 8-oxo-3-((S)-tetrahydrofuran-2-yl)-5-thia-1-azabicyclo[4.2.0]oct-2-ene-2-carboxylic acid